BrC(Br)(Br)[Si](OCC)(OCC)OCC tribromomethyltriethoxysilane